CN1C(N(C2=C1C(=CC=C2)C#CCOC2CCNCC2)C2C(NC(CC2)=O)=O)=O 3-[3-methyl-2-oxo-4-[3-(4-piperidinyloxy)prop-1-ynyl]benzimidazol-1-yl]piperidine-2,6-dione